N[C@H](C(=O)O)CCCCC(CO)O (2S)-2-amino-7,8-dihydroxyoctanoic acid